NC=1C=C(C(=O)O)C=C(C1)O 3-amino-5-hydroxybenzoic acid